(7-(2-fluoro-5-(1-methyl-1H-pyrazol-5-yl)pyridin-3-yl)pyrazolo[1,5-a]pyridin-3-yl)(piperidin-1-yl)methanone FC1=NC=C(C=C1C1=CC=CC=2N1N=CC2C(=O)N2CCCCC2)C2=CC=NN2C